C(CCCCCCC)C(C(C(=O)O)S(=O)(=O)O)(C(=O)O)CCCCCCCC.S(=O)(=O)(O)C(C(=O)OCCCCCCCC)CC(=O)OCCCCCCCC dioctyl sulfosuccinate (dioctyl sulphosuccinate)